NCCN(CCNC(CCSC1=NC(=C(C(=N1)OC)NC(=O)C=1OC(=CC1)OC=1C=C2C(CCC2=CC1C)(C)C)OC)=O)C N-(2-((3-((2-((2-aminoethyl)(methyl)amino)ethyl)amino)-3-oxopropyl)thio)-4,6-dimethoxypyrimidin-5-yl)-5-((3,3,6-trimethyl-2,3-dihydro-1H-inden-5-yl)oxy)furan-2-carboxamide